3-(benzyldimethylammonio)propanesulfonic acid C(C1=CC=CC=C1)[N+](CCCS(=O)(=O)O)(C)C